C(C)(C)(C)N(C(O)=O)[C@H]1CC(=CC1)C1=C2C(=C(NC2=C(C=C1F)C(N)=O)C)C.FC(C(F)(F)F)(OC1=CC=CC=C1)F 1,1,2,2,2-pentafluoroethoxybenzene tert-butyl-(R)-(3-(7-carbamoyl-5-fluoro-2,3-dimethyl-1H-indol-4-yl)cyclopent-3-en-1-yl)carbamate